C(C)OC1=C(C=CC=C1)C1=C2C(=NC(=C1CC)CC)CC=1C=CC=CC12 (R)-4-(2-ethoxyphenyl)-2,3-diethyl-9H-indeno[2,1-b]pyridine